FC(C(=O)O)(F)F.N[C@@H]1C[C@H](CCC1)CNC1=NN(C(=C1)C1=CC(=C(C=C1)C#N)F)C1=CC=C(C=C1)N1CCC(CC1)C#N 1-(4-(3-((((1S,3S)-3-aminocyclohexyl)-methyl)amino)-5-(4-cyano-3-fluorophenyl)-1H-pyrazol-1-yl)phenyl)piperidine-4-carbonitrile 2,2,2-trifluoroacetate